tert-butyl 3-(2-(3-((2-(2,6-dioxopiperidin-3-yl)-1-oxoisoindolin-5-yl)methyl)ureido)-4,5-difluorophenoxy)-2-methylpropanoate O=C1NC(CCC1N1C(C2=CC=C(C=C2C1)CNC(NC1=C(OCC(C(=O)OC(C)(C)C)C)C=C(C(=C1)F)F)=O)=O)=O